CN(CCCN(C(CCCCCCCCC)=O)C(CC(=O)O)CCCCCCCCC)C 3-{N-[3-(dimethylamino)-propyl]decanamido}dodecanoic acid